4-[4-cyano-7-(4-fluoro-phenyl)-3-hydroxy-quinolin-2-yl]-4-oxo-butyric acid ethyl ester C(C)OC(CCC(=O)C1=NC2=CC(=CC=C2C(=C1O)C#N)C1=CC=C(C=C1)F)=O